BrC1=CC(=C(C2=C1N=CS2)/N=C/N(C)C)C(=O)C=2C1=CN(N=C1C(=CC2)F)C2OCCCC2 (E)-N'-[4-bromo-6-[7-fluoro-2-(oxan-2-yl)indazole-4-carbonyl]-1,3-benzothiazol-7-yl]-N,N-dimethylmethanimidamide